5-(ethylsulfonyl)-N-propyl-6-(2-(trifluoromethyl)pyrazolo[1,5-a]pyrimidin-5-yl)pyridin-2-amine C(C)S(=O)(=O)C=1C=CC(=NC1C1=NC=2N(C=C1)N=C(C2)C(F)(F)F)NCCC